8-fluoro-5H-pyrazino[2,3-b]indole FC1=CC=2C3=C(NC2C=C1)N=CC=N3